(E)-6-(6-(2-(5-cyclopropyl-3-(3,5-dichloropyridin-4-yl)isoxazol-4-yl)vinyl)-3-azabicyclo[3.1.0]hex-3-yl)-4-(oxetan-3-yloxy)quinoline-2-carboxylic acid C1(CC1)C1=C(C(=NO1)C1=C(C=NC=C1Cl)Cl)/C=C/C1C2CN(CC12)C=1C=C2C(=CC(=NC2=CC1)C(=O)O)OC1COC1